2-(3-(3-((1-cyclobutylethyl)carbamoyl)-1H-pyrazol-5-yl)phenyl)-N-(pentan-3-yl)oxazole-5-carboxamide C1(CCC1)C(C)NC(=O)C1=NNC(=C1)C=1C=C(C=CC1)C=1OC(=CN1)C(=O)NC(CC)CC